FC(OC1=C(C=C(C=C1)/C=C/C(=O)C1=CC=CC=C1)O)F (E)-3-[4-(Difluoromethoxy)-3-hydroxyphenyl]-1-phenylprop-2-en-1-one